C(#N)[C@@]1(OC2(C(CC2(C)C)(C)C)[C@@]2(NN=C(C=C2)N2CCC(CC2)CCO)C(=O)N)C(C=CC=C1)OC (1r,3r)-3-((1-cyano-2-methoxyphenoxy)-2,2,4,4-tetramethylcyclobutyl)-6-(4-(2-hydroxyethyl)piperidin-1-yl)pyridazine-3-carboxamide